Methyl (2-(3-((tert-butoxycarbonyl)amino)phenyl)thiazole-4-carbonyl)serinate C(C)(C)(C)OC(=O)NC=1C=C(C=CC1)C=1SC=C(N1)C(=O)N[C@@H](CO)C(=O)OC